FC=1C=C(C=C(C1)F)C1CC=NN1C(=O)C1CCN(CC12CC2)C2=NC=CC(=N2)C(=O)N 2-(8-(5-(3,5-difluorophenyl)-4,5-dihydro-1H-pyrazole-1-carbonyl)-5-azaspiro[2.5]oct-5-yl)pyrimidine-4-carboxamide